(1-(cyclopropylsulfonyl)-1H-pyrazol-4-yl)-N-(4-(4-((2-fluoroethyl)amino)piperidin-1-yl)-5-((1-methyl-1H-pyrazol-3-yl)ethynyl)pyridin-2-yl)pyrimidin-4-amine C1(CC1)S(=O)(=O)N1N=CC(=C1)C1=NC=CC(=N1)NC1=NC=C(C(=C1)N1CCC(CC1)NCCF)C#CC1=NN(C=C1)C